O=C1NC(CCC1N1C(C2=CC=CC(=C2C1=O)NCCCC(=O)NCCC1CN(CC1)CC1=NC2=C(N1)C=CC(=C2)NC(=O)C=2C=C1C=NN(C1=CC2)C)=O)=O N-(2-((3-(2-(4-((2-(2,6-dioxopiperidin-3-yl)-1,3-dioxoisoindolin-4-yl)amino)butanamido)ethyl)pyrrolidin-1-yl)methyl)-1H-benzo[d]imidazol-5-yl)-1-methyl-1H-indazole-5-carboxamide